OCC1=C2C(=NC(=C1)C(=O)O)C(CC2)C 4-(hydroxymethyl)-7-methyl-6,7-dihydro-5H-cyclopenta[b]pyridine-2-carboxylic acid